3-(3'-morpholino-[1,1'-biphenyl]-4-yl)hex-4-ynoic acid O1CCN(CC1)C=1C=C(C=CC1)C1=CC=C(C=C1)C(CC(=O)O)C#CC